C[C@@H]1N(CCN([C@H]1C)C(C=C)=O)C=1C2=C(N(C(N1)=O)C=1C(=NC=CC1C)C(C)C)N=C(C(=C2)F)C2=C(C=CC=C2O)F (M)-4-[trans-2,3-Dimethyl-4-prop-2-enoyl-piperazin-1-yl]-6-fluoro-7-(2-fluoro-6-hydroxy-phenyl)-1-(2-isopropyl-4-methyl-3-pyridyl)pyrido[2,3-d]pyrimidin-2-one